ethyl 2-[3-[5-[tert-butyl(dimethyl)silyl]oxy-1-tetrahydropyran-2-yl-indazol-3-yl]-5-ethyl-pyrazol-1-yl]acetate [Si](C)(C)(C(C)(C)C)OC=1C=C2C(=NN(C2=CC1)C1OCCCC1)C1=NN(C(=C1)CC)CC(=O)OCC